BrC=1C=C(C=CC1)S(=O)(=O)OC1=CC=C(C=C1)N1C2=C(NC(CC1=O)=O)C=1CCCCC1C=C2 4-(2,4-dioxo-1,2,3,4,8,9,10,11-octahydronaphtho-[1,2-b][1,4]diazepin-5-yl)phenyl 3-bromobenzenesulfonate